P(O)(O)O.C(C)(C)(C)C1=C(C(=CC(=C1)C(C)(C)C)C(C)(C)C)C(C(CO)(CC)CCCC)O 2,4,6-tri-t-butylphenyl-(2-butyl-2-ethyl-1,3-propanediol) phosphite